ONC(=N)C1=CC2=C(C(CO2)C2=NN(C(=C2)C(=O)N)C)C=C1 [6-(N-hydroxycarbamimidoyl)-2,3-dihydro-1-benzofuran-3-yl]-1-methyl-1H-pyrazole-5-carboxamide